N1=CC(=CC=C1)C=1C=CC=C(C1)C1=CC=CC=C1 5-(pyridin-3-yl)-[1,1'-biphenyl]